(3R)-N-acetyl-3-amino-4-(2,4,5-trifluorophenyl)butanoic acid ethyl ester C(C)OC(C[C@@H](CC1=C(C=C(C(=C1)F)F)F)NC(C)=O)=O